(3R)-1-(3-pyridyl)pyrrolidin N1=CC(=CC=C1)N1CCCC1